2-(((S)-1-(3,3-Difluoropropyl)pyrrolidin-3-yl)methyl)-5-((1S,3R)-2-(2-fluoro-2-methylpropyl)-3-methyl-2,3,4,9-tetrahydro-1H-pyrido[3,4-b]indol-1-yl)thiazole FC(CCN1C[C@@H](CC1)CC=1SC(=CN1)[C@H]1N([C@@H](CC2=C1NC1=CC=CC=C21)C)CC(C)(C)F)F